5-(2-bromo-6-fluoro-phenyl)-1-methyl-pyrazole BrC1=C(C(=CC=C1)F)C1=CC=NN1C